N,N-bis(3-methoxybenzyl)-2-((2-(3-methoxybenzyloxy)ethoxy)methyl)pyridin-4-amine COC=1C=C(CN(C2=CC(=NC=C2)COCCOCC2=CC(=CC=C2)OC)CC2=CC(=CC=C2)OC)C=CC1